5-((2,3-dihydrobenzo[b][1,4]dioxin-6-yl)amino)-1,3-dimethyl-1,3-dihydro-2H-benzo[d]imidazol-2-one O1C2=C(OCC1)C=C(C=C2)NC2=CC1=C(N(C(N1C)=O)C)C=C2